N-(2-methoxy-4-nitrophenyl)cyclohexanecarboxamide COC1=C(C=CC(=C1)[N+](=O)[O-])NC(=O)C1CCCCC1